(S)-6-(4-(2-hydroxy-1-phenylethylamino)-5-(1,3,4-oxadiazol-2-yl)pyrimidin-2-ylamino)-4-methyl-1H-benzo[d][1,2]oxazin-1-one OC[C@H](C1=CC=CC=C1)NC1=NC(=NC=C1C=1OC=NN1)NC=1C=CC2=C(C(=NOC2=O)C)C1